N[C@@]1(CN(CC1)C1=C(C=NC(=C1C1=NN(C=C1)C)C#N)C(=O)N[C@@H](C)C1CC1)C 4-[(3S)-3-amino-3-methylpyrrolidin-1-yl]-6-cyano-N-[(1S)-1-cyclopropylethyl]-5-(1-methyl-1H-pyrazol-3-yl)pyridine-3-carboxamide